3-(4-n-octyl)phenylthiophene CCCC(CCCC)C=1C=C(C=CC1)C=1SC=CC1